3-bromo-2-ethyl-6-(2-fluoro-6-methoxyphenyl)-2H-indazole BrC=1N(N=C2C=C(C=CC12)C1=C(C=CC=C1OC)F)CC